(1-(7-(8-ethylnaphthalen-1-yl)-2-((tetrahydro-1H-pyrrolizin-7a(5H)-yl)methoxy)-5,6,7,8-tetrahydropyrido[3,4-d]pyrimidin-4-yl)piperidin-3-yl)-5-methylthiazole C(C)C=1C=CC=C2C=CC=C(C12)N1CC=2N=C(N=C(C2CC1)N1CC(CCC1)C=1SC(=CN1)C)OCC12CCCN2CCC1